N(=[N+]=[N-])CC1=CC(=NC=C1F)N1C(NC(CC1)=O)=O 1-(4-(azidomethyl)-5-fluoropyridin-2-yl)dihydropyrimidine-2,4(1H,3H)-dione